((4-bromo-2-fluorophenyl)amino)-7-methyl-4-phenyl-3,4-dihydro-2,7-naphthyridine-1,6(2h,7h)-dione BrC1=CC(=C(C=C1)NN1C(C2=CN(C(C=C2C(C1)C1=CC=CC=C1)=O)C)=O)F